OC([C@H]1[C@@H](C1)C(=O)OCC)C=1C=NC=CC1 (1R,2R)-ethyl 2-(hydroxy(pyridin-3-yl)methyl)cyclopropanecarboxylate